1-(3,3-difluoropiperidin-4-yl)-3-(4-(trifluoromethoxy)phenyl)urea FC1(CNCCC1NC(=O)NC1=CC=C(C=C1)OC(F)(F)F)F